methyldidecyldimethylammonium sulfate S(=O)(=O)([O-])[O-].CC[N+](C)(CCCCCCCCCC)CCCCCCCCCC.CC[N+](CCCCCCCCCC)(CCCCCCCCCC)C